tert-Butyl (2S,5R)-5-(4-(6-chloro-3-((1-(4-chlorobenzoyl)-4-hydroxypiperidin-4-yl)methyl)-4-oxo-3,4-dihydro-7H-pyrrolo[2,3-d]pyrimidin-7-yl)phenyl)-2-methylmorpholine-4-carboxylate ClC1=CC2=C(N=CN(C2=O)CC2(CCN(CC2)C(C2=CC=C(C=C2)Cl)=O)O)N1C1=CC=C(C=C1)[C@@H]1CO[C@H](CN1C(=O)OC(C)(C)C)C